succinimide 4-(p-maleimidophenyl)butyrate C1(C=CC(N1C1=CC=C(C=C1)CCCC(=O)O)=O)=O.C1(CCC(N1)=O)=O